ClC=1C(=NC(=NC1)N[C@H]1CN(CC1)C(=O)C1=CC=C(C=C1)NC(C#C)=O)OC([2H])([2H])[2H] (R)-N-(4-(3-((5-chloro-4-(trideuteromethoxy)pyrimidin-2-yl)amino)pyrrolidine-1-carbonyl)phenyl)propiolamide